2-(3-oxo-7-((4-(4-(trifluoromethyl)piperidin-1-yl)phenyl)amino)-2,3-dihydro-4H-benzo[b][1,4]oxazin-4-yl)acetamide O=C1N(C2=C(OC1)C=C(C=C2)NC2=CC=C(C=C2)N2CCC(CC2)C(F)(F)F)CC(=O)N